4-(8-oxa-3-aza-bicyclo[3.2.1]oct-3-yl)-3,5-difluorophenyl-carbamic acid benzyl ester C(C1=CC=CC=C1)OC(NC1=CC(=C(C(=C1)F)N1CC2CCC(C1)O2)F)=O